C(C)(C)(C)OC(=O)NC1(CC2=CC(=CC=C2CC1)OC1=CC=CC2=CC=CC(=C12)C1=CC=CC=C1)C(=O)OC methyl 2-((tert-butoxycarbonyl)amino)-7-((8-phenylnaphthalen-1-yl)oxy)-1,2,3,4-tetrahydronaphthalene-2-carboxylate